(R)-1-(2-chloropyridin-3-yl)ethyl (4-(5-formamidopyridin-2-yl)-1-methyl-1H-1,2,3-triazol-5-yl)carbamate C(=O)NC=1C=CC(=NC1)C=1N=NN(C1NC(O[C@H](C)C=1C(=NC=CC1)Cl)=O)C